FC(C=1C(=C(C=CC1)[C@@H](C)NC=1C=2C(N=C(N1)C)=C(C(N(C2)C2(CC2)C#N)=O)OC)F)F (R)-1-(4-((1-(3-(difluoromethyl)-2-fluorophenyl)ethyl)amino)-8-methoxy-2-methyl-7-oxopyrido[4,3-d]pyrimidine-6(7H)-yl)cyclopropane-1-carbonitrile